(4-fluoro-2-(tetrahydrofuran-2-yl)phenyl)methanesulfonyl chloride FC1=CC(=C(C=C1)CS(=O)(=O)Cl)C1OCCC1